1-Methoxypropan-2-yl-(2-{2-chloro-4-fluoro-5-[3-methyl-2,6-dioxo-4-(trifluoromethyl)-3,6-dihydropyrimidine-1(2H)-yl]phenoxy}phenoxy)acetate COCC(C)C(C(=O)[O-])OC1=C(C=CC=C1)OC1=C(C=C(C(=C1)N1C(N(C(=CC1=O)C(F)(F)F)C)=O)F)Cl